1-(((5-Iodopyridin-2-yl)oxy)methyl)cyclopropyl-(methyl)carbamic acid tert-butyl ester C(C)(C)(C)OC(N(C)C1(CC1)COC1=NC=C(C=C1)I)=O